3-(2-fluoro-5-(trifluoromethoxy)phenyl)propanoic acid FC1=C(C=C(C=C1)OC(F)(F)F)CCC(=O)O